ClC=1C(=C(C(=CC1)C)N(C(COC)=O)C1C(OCC1)=O)C N-(3-chloro-2,6-dimethylphenyl)-2-methoxy-N-(tetrahydro-2-oxo-3-furyl)acetamide